Cl.[C@H]12OC[C@H](N(C1)CC(N)C1=NC=CC(=C1)Br)C2 2-((1R,4R)-2-oxa-5-azabicyclo[2.2.1]heptan-5-yl)-1-(4-bromopyridin-2-yl)ethan-1-amine hydrochloride